1-bromopropane-2-ol BrCC(C)O